NC1=NC=CC=C1C1=NC=2C(=NC(=CC2)C=2C=NN(C2)C(F)F)N1C=1C=C2CC[C@@H](C2=CC1)NC(C1=CC(=C(C=C1)O)C=O)=O N-[(1S)-5-[2-(2-aminopyridin-3-yl)-5-[1-(difluoromethyl)pyrazol-4-yl]imidazo[4,5-b]pyridin-3-yl]-2,3-dihydro-1H-inden-1-yl]-3-formyl-4-hydroxybenzamide